4-((2-{(4-cyanophenyl)amino}-7-(pyridine-4-ylmethyl)-6,7,8,9-tetrahydro-5H-pyrimido[4,5-d]azepine-4-yl)oxy)-3,5-dimethylbenzonitrile C(#N)C1=CC=C(C=C1)NC=1N=C(C2=C(CCN(CC2)CC2=CC=NC=C2)N1)OC1=C(C=C(C#N)C=C1C)C